7-(4,6-Dimethyl-[1,3]oxazolo[4,5-c]pyridin-2-yl)-5-fluoro-3-(1-methylpiperidin-4-yl)cinnoline CC1=NC(=CC2=C1N=C(O2)C2=CC(=C1C=C(N=NC1=C2)C2CCN(CC2)C)F)C